(5-nitro-1-((2-(trimethylsilyl)ethoxy)methyl)-1H-pyrazol-3-yl)methanol [N+](=O)([O-])C1=CC(=NN1COCC[Si](C)(C)C)CO